N-(2'-chloro-3'-(6-methoxy-5-((methylamino)methyl)pyridin-2-yl)-2-methyl-[1,1'-biphenyl]-3-yl)-1,3-dimethyl-2,4-dioxo-1,2,3,4-tetrahydropyrimidine-5-carboxamide ClC1=C(C=CC=C1C1=NC(=C(C=C1)CNC)OC)C1=C(C(=CC=C1)NC(=O)C=1C(N(C(N(C1)C)=O)C)=O)C